O1C(CCCC1)OC1=CC=C2C(=CCOC2=C1)C1=CC=C(C=C1)N1CC2(C1)CCN(CC2)C(=O)OC(C)(C)C tert-butyl 2-(4-(7-((tetrahydro-2H-pyran-2-yl)oxy)-2H-chromene-4-yl)phenyl)-2,7-diazaspiro[3.5]nonane-7-carboxylate